4-(2-methoxyethoxy)-3-(1-methyl-1H-1,2,4-triazol-3-yl)aniline COCCOC1=C(C=C(N)C=C1)C1=NN(C=N1)C